zirconium methoxide C[O-].[Zr+4].C[O-].C[O-].C[O-]